2-p-tolyl-4,5-dimethylolimidazole C1(=CC=C(C=C1)C=1NC(=C(N1)CO)CO)C